F[C@H]1[C@@H](C1)N (trans)-2-fluorocyclopropan-1-amine